FC1=C(C=C(C(=C1)C#N)F)C#N 2,5-difluoro-1,4-benzenedicarbonitrile